C(N)(=N)C=1C=C(SC1)[C@@H](C)NC(=O)[C@H]1N(CC2(OCCO2)C1)C(CNC(=O)C=1C=CC=2C(C3=CC=CC=C3C2C1)=O)=O (S)-N-((R)-1-(4-carbamimidoylthiophen-2-yl)ethyl)-7-((9-oxo-9H-fluorene-3-carbonyl)glycyl)-1,4-dioxa-7-azaspiro[4.4]nonane-8-carboxamide